2-(2,6-dioxopiperidin-3-yl)-4-(methylamino)-1-oxoisoindoline-5-carbonitrile O=C1NC(CCC1N1C(C2=CC=C(C(=C2C1)NC)C#N)=O)=O